CC([C@@H](C(N[C@@H](CCCCNC(CCOCCOCCOCCOC)=O)C(NC1=CC=C(C=C1)COC(=O)OC1=CC=C(C=C1)[N+](=O)[O-])=O)=O)NC(OCC1C2=CC=CC=C2C=2C=CC=CC12)=O)C (9H-fluoren-9-yl)methyl ((20S,23S)-24-methyl-20-((4-((((4-nitrophenoxy)-carbonyl)oxy)methyl)phenyl)carbamoyl)-14,22-dioxo-2,5,8,11-tetraoxa-15,21-diazapentacosan-23-yl)carbamate